N1C(=NC=C1)CCC(=O)O.N[C@@H](CC1=CNC=N1)C(=O)O histidine (imidazolepropionate)